C(C=C)(=O)N1C[C@H](C[C@@H]1COC)N1N=C(C(=C1NC)C(=O)N)C#CC1=CC2=C(N(C(=N2)C(F)(F)F)C)C=C1 1-((3s,5r)-1-propenoyl-5-(methoxymethyl)pyrrolidin-3-yl)-3-((1-methyl-2-(trifluoromethyl)-1H-benzo[d]imidazol-5-yl)ethynyl)-5-(methylamino)-1H-pyrazole-4-carboxamide